2-chloro-4-((5-chloro-3-fluoropyridin-2-yl)oxy)-N-hydroxybenzoamidine ClC1=C(C(=N)NO)C=CC(=C1)OC1=NC=C(C=C1F)Cl